N2-[1-(2,2-difluoroethyl)indazol-4-yl]-N4-(2-fluoroethyl)-5-(trifluoromethyl)pyrimidine-2,4-diamine FC(CN1N=CC2=C(C=CC=C12)NC1=NC=C(C(=N1)NCCF)C(F)(F)F)F